C1=C(C=CC=2SC3=C(C21)C=C2CCCCC2=C3)N 7,8,9,10-tetrahydrobenzo[b]naphtho[2,3-d]thiophen-2-amine